(R)-3-amino-N-methylpyrrolidine-1-carboxamide N[C@H]1CN(CC1)C(=O)NC